[N+](=O)([O-])C1=CC=C(C=C1)N1N=C(C=C1)N (4-nitrophenyl)-1H-pyrazol-3-amine